[Si]([O-])([O-])(O)O.[Ca+2].ClC1=CC(=C(C=C1)C1=NOC(=C1[C@H](O)C=1C=NC=CC1)C1=C(C=C(C=C1)F)F)F (R)-[3-(4-chloro-2-fluorophenyl)-5-(2,4-difluorophenyl)-1,2-oxazol-4-yl](pyridin-3-yl)methanol monocalcium silicate